COC(=O)C=1C=C(C2=C(N(C(=N2)CCl)C[C@H]2OCC2)C1)OC(F)F (S)-2-(chloromethyl)-4-difluoromethoxy-1-((oxetane-2-yl)methyl)-1H-benzo[d]imidazole-6-carboxylic acid methyl ester